[5-(methoxymethoxy)pyridin-2-yl]methanol COCOC=1C=CC(=NC1)CO